ClC=1N=NC=2CCCC(C2C1)C 3-chloro-5-methyl-5,6,7,8-tetrahydrocinnoline